C(CN(CC1=CC=CC=C1)CCNC(OCC1=CC=CC=C1)=O)N(CC1=CC=CC=C1)CCNC(OCC1=CC=CC=C1)=O dibenzyl ((ethane-1,2-diylbis(benzylazanediyl))bis(ethane-2,1-diyl))dicarbamate